N1=CC(=CC=C1)C=1C=C(C=C(C1)C=1C=NC=CC1)C1=NC(=NC(=C1)C1=CC(=CC(=C1)C=1C=NC=CC1)C=1C=NC=CC1)C 4,6-di(3,5-di-3-pyridylphenyl)-2-methylpyrimidine